C[C@H]1N(CCOC1)C1=NC2=C(N=CC=C2C(=C1)C#N)C1=CC=NN1 2-((R)-3-methylmorpholin-4-yl)-8-(1H-pyrazol-5-yl)-1,7-naphthyridine-4-carbonitrile